P(=O)(OCOC)(OCOC)[O-] di(methoxymethyl) phosphate